5-(2-(2,5-dimethyl-1H-pyrrol-1-yl)thiazolo[4,5-c]pyridin-6-yl)-1-methyl-1H-1,2,3-triazol-4-formaldehyde CC=1N(C(=CC1)C)C=1SC2=C(C=NC(=C2)C2=C(N=NN2C)C=O)N1